(1r,3r)-3-(cyanoamino)-N-[5-cyclohexyl-4-(trifluoromethyl)-1,3-thiazol-2-yl]cyclobutane-1-carboxamide C(#N)NC1CC(C1)C(=O)NC=1SC(=C(N1)C(F)(F)F)C1CCCCC1